C(C)(=O)N1CCN(CC1)C(=O)C=1C=CC(=C(C1)NC(=O)C=1N=NN(C1C)C1=C(C=CC(=C1)OC)OC)O[C@@H](CC)CCC (S)-N-(5-(4-ACETYLPIPERAZINE-1-CARBONYL)-2-(HEXAN-3-YLOXY)PHENYL)-1-(2,5-DIMETHOXYPHENYL)-5-METHYL-1H-1,2,3-TRIAZOLE-4-CARBOXAMIDE